2-{3-[(4,4-difluorocyclohexyl)methoxy]phenyl}-4,4,5,5-tetramethyl-1,3,2-dioxaborolane (4,4-difluorocyclohexyl)methyl-methanesulfonate FC1(CCC(CC1)CCS(=O)(=O)O)F.FC1(CCC(CC1)COC=1C=C(C=CC1)B1OC(C(O1)(C)C)(C)C)F